6-Chinolin-7-yl-5-[1-(spiro[2.2]pent-1-ylmethyl)-1H-pyrazol-4-yl]pyridin-2-carbonitril N1=CC=CC2=CC=C(C=C12)C1=C(C=CC(=N1)C#N)C=1C=NN(C1)CC1CC12CC2